3-fluoro-2-(6-isopropoxypyridin-3-yl)-5-nitrobenzonitrile FC=1C(=C(C#N)C=C(C1)[N+](=O)[O-])C=1C=NC(=CC1)OC(C)C